C12(CCC(C1)C2)C(=O)N2CCC(CC2)N2N=CC(=C2)CNC2=C1C(N(C(C1=CC=C2)=O)C2C(NC(CC2)=O)=O)=O 4-(((1-(1-(bicyclo[2.1.1]hexane-1-carbonyl)piperidin-4-yl)-1H-pyrazol-4-yl)methyl)amino)-2-(2,6-dioxopiperidin-3-yl)isoindoline-1,3-dione